N'-hydroxy-5-(trifluoromethoxy)pyridinecarboxamidine ON=C(N)C1=NC=C(C=C1)OC(F)(F)F